C(CCCCCCCCCCCCCCCCC)NC(C=1C(C(=O)N)=CC=CC1)=O N-octadecyl-phthalic diamide